di-tert-butyl diperoxyphthalate C(C=1C(C(=O)OOC(C)(C)C)=CC=CC1)(=O)OOC(C)(C)C